sodium 5,6-diaminonaphthalene-1,3-disulfonate NC1=C2C=C(C=C(C2=CC=C1N)S(=O)(=O)[O-])S(=O)(=O)[O-].[Na+].[Na+]